3-(2-(5-(4-hydroxybenzylidene)-3-(4-n-butylphenyl)-4-oxothiazolidin-2-ylidene)hydrazono)-5-chloro-1H-indol-2-one OC1=CC=C(C=C2C(N(C(S2)=NN=C2C(NC3=CC=C(C=C23)Cl)=O)C2=CC=C(C=C2)CCCC)=O)C=C1